F[C@H]1[C@H](C1)C(=O)NC1=CC=C2C(=N1)N(C=C2C2=CC1=C(N(C=N1)COCC[Si](C)(C)C)C=C2OC)COCC[Si](C)(C)C (1R,2R)-2-fluoro-N-[3-(6-methoxy-1-[[2-(trimethylsilyl)ethoxy]methyl]-1,3-benzodiazol-5-yl)-1-[[2-(trimethylsilyl)ethoxy]methyl]pyrrolo[2,3-b]pyridin-6-yl]cyclopropane-1-carboxamide